3,5-dibromo-1-(3-(2-methoxyethoxy)phenyl)-1H-pyrazole BrC1=NN(C(=C1)Br)C1=CC(=CC=C1)OCCOC